(E)-8,10-Tetradecadien-1-ol C(CCCCCC\C=C\C=CCCC)O